((S)-(2-chloro-6-fluorophenyl)(cyclobutyl)methyl)-2-(2,6-dioxopiperidin-3-yl)-1-oxoisoindoline-5-carboxamide ClC1=C(C(=CC=C1)F)[C@H](C1CCC1)C1N(C(C2=CC=C(C=C12)C(=O)N)=O)C1C(NC(CC1)=O)=O